CC=1C(C(=C(C1C1=CC=CC=C1)C1=CC=CC=C1)C)=O 2,5-dimethyl-3,4-diphenylcyclopentadien-1-one